C=CCOP(=O)(O)OP(=O)(O)O The molecule is an organic diphosphate formed by condensation of diphosphoric acid with allyl alcohol. It derives from an allyl alcohol.